C(#N)C1=C(C=C(O[C@@H]2[C@@](CN(C2)S(=O)(=O)C=2C=CC(=NC2)C#N)(CO)O)C=C1)F 5-(((3r,4s)-4-(4-cyano-3-fluorophenoxy)-3-hydroxy-3-(hydroxymethyl)pyrrolidin-1-yl)sulfonyl)-pyridine-2-carbonitrile